C(CC(=O)O)(=O)O.C12(C(CC(CC1)C2(C)C)O)C borneol malonate